N2,N6-bis(1-methanesulfonylpiperidin-4-yl)-1,3,5,7-tetraoxo-1,2,3,5,6,7-hexahydro-s-indacene-2,6-dicarboxamide CS(=O)(=O)N1CCC(CC1)NC(=O)C1C(C2=CC=3C(C(C(C3C=C2C1=O)=O)C(=O)NC1CCN(CC1)S(=O)(=O)C)=O)=O